5-methyl-4-(trifluoromethyl)aniline formate 2,2,2-trifluoroacetate FC(C(=O)O)(F)F.C(=O)O.CC=1C(=CC=C(N)C1)C(F)(F)F